C(CC(=O)N[C@@H](CSSC[C@@H](C(=O)NCC(=O)N)NC(=O)CC[C@@H](C(=O)O)N)C(=O)NCC(=O)N)[C@@H](C(=O)O)N The molecule is the disulfide arising by oxidative dimerisation of glutathione amide. It is a glutathione derivative, an organic disulfide and a carboxamide. It is a tautomer of a glutathione amide disulfide dizwitterion.